C(C)NC(CCCCCC)=O N-ethyl-heptanamide